methyl 2-(4-bromophenyl)-4-methylpyrimidine-5-carboxylate BrC1=CC=C(C=C1)C1=NC=C(C(=N1)C)C(=O)OC